6-(piperidin-4-yl)-8-((3-(trifluoromethyl)pyrazin-2-yl)methyl)pyrido[2,3-d]pyrimidin-7(8H)-one N1CCC(CC1)C1=CC2=C(N=CN=C2)N(C1=O)CC1=NC=CN=C1C(F)(F)F